COC=1C=CC=2C=3C=C4C(=C(C3N(C2C1)C)C)C=CN=C4C(=O)O 8-methoxy-5,6-dimethyl-6H-pyrido[4,3-b]carbazole-1-carboxylic acid